1-(((3R)-4-fluoro-1-(4,4,4-trifluorobutyl)pyrrolidin-3-yl)-6-(phenylsulfonyl)-1,6-dihydroimidazo[4,5-d]pyrrolo[2,3-b]pyridin-2-yl)ethanol FC1[C@@H](CN(C1)CCCC(F)(F)F)N1C(=NC=2C1=C1C(=NC2)N(C=C1)S(=O)(=O)C1=CC=CC=C1)C(C)O